perfluoro amyl-methyl ether C(CCCC)COF